C=O 1,3-MethyleneOxide